CCCCCCCCCCCCCCCC(=O)OCC(CO)O The molecule is a 1-monoglyceride that has palmitoyl as the acyl group. A natural product found in Neolitsea daibuensis. It has a role as a plant metabolite and an algal metabolite. It derives from a hexadecanoic acid.